7-((2-cinnamoyl-1,2,3,4-tetrahydroisoquinolin-6-yl)oxy)-N-hydroxyheptanamide C(C=CC1=CC=CC=C1)(=O)N1CC2=CC=C(C=C2CC1)OCCCCCCC(=O)NO